C1=CC2=C(C=CC(=C2)C(=O)O)C=C1C(=O)O 2,6-naphthalic acid